phenylbenzo[d][1,3,2]thiaselenazol-1-one C1(=CC=CC=C1)C1=CC=CC2=C1[Se]NS2=O